(S)-3-(3-((tert-butoxycarbonyl)amino)-2-(2,5-dioxo-2,5-dihydro-1H-pyrrol-1-yl)propoxy)propanoic acid HCl salt Cl.C(C)(C)(C)OC(=O)NC[C@@H](COCCC(=O)O)N1C(C=CC1=O)=O